1-(4-bromo-1'-methyl-1-phenyl-1H,1'H-[3,4'-bipyrazol]-5-yl)-3-((3S,4R)-4-(3,5-difluorophenyl)-1-(2-methoxyethyl)pyrrolidin-3-yl)urea BrC=1C(=NN(C1NC(=O)N[C@@H]1CN(C[C@H]1C1=CC(=CC(=C1)F)F)CCOC)C1=CC=CC=C1)C=1C=NN(C1)C